2-[(8-Ethoxy-4-tricyclo[5.2.1.02,6]decanyl)sulfanyl]-5-methyl-heptan-4-one C(C)OC1C2C3CC(CC3C(C1)C2)SC(C)CC(C(CC)C)=O